(S)-1-Acetyl-N-((S)-1-(5-(((S)-1,1-dimethyl-2,3-dihydro-1H-inden-2-yl)amino)pyridin-2-yl)-2,2,2-trifluoroethyl)-N-methylpyrrolidine-2-carboxamide C(C)(=O)N1[C@@H](CCC1)C(=O)N(C)[C@H](C(F)(F)F)C1=NC=C(C=C1)N[C@@H]1C(C2=CC=CC=C2C1)(C)C